(3-((3-methyl-5-propylisoxazol-4-yl)methoxy)benzoyl)quinoline-2-carbohydrazide CC1=NOC(=C1COC=1C=C(C(=O)C=2C(=NC3=CC=CC=C3C2)C(=O)NN)C=CC1)CCC